bis(2-ethyl-indenyl)zirconium dichloride [Cl-].[Cl-].C(C)C=1C(C2=CC=CC=C2C1)[Zr+2]C1C(=CC2=CC=CC=C12)CC